O=S.[Sb].[Li] lithium antimony (oxy) sulfide